(S)-3-(4-(benzyloxy)phenyl)-2-((tert-butoxycarbonyl)amino)propionic acid C(C1=CC=CC=C1)OC1=CC=C(C=C1)C[C@@H](C(=O)O)NC(=O)OC(C)(C)C